ethyl-5-(4-methoxyphenyl)-2-(4-(trifluoromethyl)phenyl)oxazole-4-carboxamide C(C)NC(=O)C=1N=C(OC1C1=CC=C(C=C1)OC)C1=CC=C(C=C1)C(F)(F)F